C1=C(C=CC2=CC=CC=C12)C1=C2C=CC=CC2=C(C2=CC=CC=C12)OB(O)O (10-(naphthalen-2-yl)anthracene-9-yl)boric acid